C(C(C)C)C=1N(C=C(N1)C(F)(F)F)C1=CC=C(C=C1)C1=CC(=C(C=C1)CO)S(=O)(=O)C (4'-(2-isobutyl-4-(trifluoromethyl)-1H-imidazol-1-yl)-3-(methyl-sulfonyl)-[1,1'-biphenyl]-4-yl)methanol